O.CN(C1=NC=C(C=C1)B(O)O)C 2-(DIMETHYLAMINO)PYRIDINE-5-BORONIC ACID HYDRATE